2-fluoro-4-(pyrrolidin-1-yl)aniline FC1=C(N)C=CC(=C1)N1CCCC1